5-(2-(tert-butylamino)-2-oxoacetyl)-4-chloro-N-(4-fluoro-3-methylphenyl)-1,2-dimethyl-1H-pyrrole-3-carboxamide C(C)(C)(C)NC(C(=O)C1=C(C(=C(N1C)C)C(=O)NC1=CC(=C(C=C1)F)C)Cl)=O